9,10-dimethyl-octadecanoic acid CC(CCCCCCCC(=O)O)C(CCCCCCCC)C